tert-butyl (5-(6-iodo-2-isobutyl-1H-imidazo[4,5-c]pyridine-1-yl)-1-methylpiperidin-3-yl)carbamate IC1=CC2=C(C=N1)N=C(N2C2CC(CN(C2)C)NC(OC(C)(C)C)=O)CC(C)C